2-amino-4-cyano-1,3-thiazole NC=1SC=C(N1)C#N